COC=1C=CC2=C(CCO2)C1 5-methoxy-2,3-dihydro-benzofuran